1-(tert-butyldimethylsiloxy)hexyl-lithium O([Si](C)(C)C(C)(C)C)C(CCCCC)[Li]